(2S)-2-[4-chloro-2-(4-ethoxy-4,5-dihydroisoxazol-3-yl)phenoxy]-3-methylbutanoic acid ethyl ester C(C)OC([C@H](C(C)C)OC1=C(C=C(C=C1)Cl)C1=NOCC1OCC)=O